(R)-N-(1-(3-amino-5-(trifluoromethyl)phenyl)ethyl)-7-methoxy-2-methyl-6-(9-methyl-3,9-diazaspiro[5.5]undecan-3-yl)pyrido[2,3-d]pyrimidin-4-amine NC=1C=C(C=C(C1)C(F)(F)F)[C@@H](C)NC=1C2=C(N=C(N1)C)N=C(C(=C2)N2CCC1(CC2)CCN(CC1)C)OC